(2-fluoro-phenyl)boranediol FC1=C(C=CC=C1)B(O)O